C(C1=CC=CC=C1)N1C[C@@H]([C@H](C1)C)C(=O)N1CC(C2=NC(=CC=C21)C)(C)C ((3R,4R)-1-benzyl-4-methylpyrrolidin-3-yl)(3,3,5-trimethyl-2,3-dihydro-1H-pyrrolo[3,2-b]pyridin-1-yl)methanone